4-[4-(methylthio)phenyl]pyridine CSC1=CC=C(C=C1)C1=CC=NC=C1